ClC1=NC(=NC(=C1)NC1=C(C=CC=C1)OC)C(=O)N1CCN(CC1)C1=CC=CC=C1 (4-chloro-6-((2-methoxyphenyl)amino)pyrimidin-2-yl)(4-phenylpiperazin-1-yl)methanone